C(CCC)CC=1C(=CC=CC1)S(=O)(=O)NCC butyl-N-ethyl-o-toluenesulfonamide